C1(CCCCC1)NCCS(=O)(=O)O 2-cyclohexylamino-1-ethanesulfonic acid